6-chloro-1-(cyclohexylmethyl)-5-fluoro-1H-indole ClC1=C(C=C2C=CN(C2=C1)CC1CCCCC1)F